C1(CC1)N1N=CC(=C1)C1=NC=CC(=C1)NC1=NC(=NC(=C1)C=1C=NC=CC1)[C@@H]1CC[C@@H](N(C1)C(C)=O)C 1-((2S,5R)-5-(4-((2-(1-cyclopropyl-1H-pyrazol-4-yl)pyridin-4-yl)amino)-6-(pyridin-3-yl)pyrimidin-2-yl)-2-methylpiperidin-1-yl)ethan-1-one